N-(4-((6-methoxy-3-methyl-7-(1-methyl-1H-pyrazol-3-yl)-1H-pyrrolo[3,2-c]pyridin-1-yl)methyl)phenyl)sulfonamide COC1=C(C2=C(C=N1)C(=CN2CC2=CC=C(C=C2)NS(=O)=O)C)C2=NN(C=C2)C